ClC1=C(C(=CC=C1)F)C(=O)NC=1C=C(C2=C(NC(=N2)C2CCCC2)C1)C(=O)NC1=C(C(=CC=C1)Cl)C 6-{[(2-chloro-6-fluorophenyl)carbonyl]amino}-N-(3-chloro-2-methylphenyl)-2-cyclopentyl-1H-benzimidazole-4-carboxamide